2-Methyleneoctanenitrile C=C(C#N)CCCCCC